N-(3-(5-(2-acetamidopyridin-4-yl)-2-(methylthio)-1-((2-(trimethylsilyl)ethoxy)methyl)-1H-imidazol-4-yl)phenyl)-2-naphthamide C(C)(=O)NC1=NC=CC(=C1)C1=C(N=C(N1COCC[Si](C)(C)C)SC)C=1C=C(C=CC1)NC(=O)C1=CC2=CC=CC=C2C=C1